2-cyclohexyl-2-(3,3-dichloro-5-methylhexyl)-1-ethoxy-3-methoxy-propane C1(CCCCC1)C(COCC)(COC)CCC(CC(C)C)(Cl)Cl